OC(=O)C(F)(F)F.NCC1=CC(=C(S1)NC(CCCCCCCCCCCCCCCCC)=O)C(=O)OCC ethyl 5-(aminomethyl)-2-stearamidothiophene-3-carboxylate TFA salt